(S)-2-(3-(2-(azetidin-1-yl)ethyl)-6-oxo-5-(trifluoromethyl)pyridazine-1(6H)-yl)-4-methylpentanoic acid methyl ester COC([C@H](CC(C)C)N1N=C(C=C(C1=O)C(F)(F)F)CCN1CCC1)=O